C1=CC=C(C=2C3=CC=CC=C3NC12)N 4-carbazol-amine